FC1=C(C(=CC=C1)C(C)C)C1NCCC1 2-(2-fluoro-6-isopropylphenyl)pyrrolidine